FC1=C(C(C=O)=CC(=C1)C(C)(C)C)O 3-fluoro-5-t-butylsalicylaldehyde